C1=NC(=CC2=CC=CC=C12)C1=CC2=C(CCC3=C4C=CC=CC4=C(N=C23)C2=C(C=CC=C2)O)C=C1 2-(3-(isoquinolin-3-yl)-11,12-dihydrobenzo[C]phenanthridin-6-yl)phenol